ClC=1C=C(C(=NC1)OC(F)F)C1=NN=C(N1C)C1=NC=CC=C1F 5-chloro-2-(difluoromethoxy)-3-(5-(3-fluoropyridin-2-yl)-4-methyl-4H-1,2,4-triazol-3-yl)pyridine